2-Propenoic acid, 2-[1-[3,5-bis(1,1-dimethylpropyl)-2-hydroxyphenyl]ethyl]-4,6-bis(1,1-dimethylpropyl)phenyl ester C(C=C)(=O)OC1=C(C=C(C=C1C(CC)(C)C)C(CC)(C)C)C(C)C1=C(C(=CC(=C1)C(CC)(C)C)C(CC)(C)C)O